NC=1N=CN(C1)C=1C=C(C(=C(C(=O)NCC2CC2)C1)OC)OC 5-(4-amino-imidazol-1-yl)-N-cyclopropylmethyl-2,3-dimethoxy-benzamide